butyl-rel-(1R,6S)-8,8-dioxo-1-({[(CIS)-4-phenylcyclohexyl]oxy}methyl)-11-oxa-8lambda6-thia-2,7-diazaspiro[5.6]dodecane-2-carboxylate C(CCC)OC(=O)N1[C@H]([C@]2(CCC1)NS(CCOC2)(=O)=O)CO[C@@H]2CC[C@@H](CC2)C2=CC=CC=C2 |o1:8,9|